C(CCC)C(C(C(CSCC(CCCCC)(C(C(CCC)(CCCC)CCCC)(CCCC)CCCC)F)(F)CCCCC)(CCCC)CCCC)(CCC)CCCC tetrabutyl-bis-pentylfluoroethylsulfide